N1C=C(C=C1)CNC(O)=O.O=C1N(C(C2=CC=CC=C12)=O)C1=C(C=C(C=C1)S(=O)(=O)N[C@H](C)C1CCNCC1)C (R)-4-(1,3-dioxoisoindolin-2-yl)-3-methyl-N-(1-(piperidin-4-yl)ethyl)benzenesulfonamide (1H-pyrrol-3-ylmethyl)carbamate